FC=1C=C(C=CC1)C1=CC(=CC=C1)[C@H](C(=O)N1CC2=C(CCC1)N=C(NC2=O)C2(CC2)C=2SC=CC2)O (R)-6-(2-(3'-fluoro-[1,1'-biphenyl]-3-yl)-2-hydroxyacetyl)-2-(1-(thiophen-2-yl)cyclopropyl)-3,5,6,7,8,9-hexahydro-4H-pyrimido[5,4-c]azepin-4-one